Ethyl-[1,4'-bipiperidine]-4-carboxylic acid C(C)C1N(CCC(C1)C(=O)O)C1CCNCC1